C(C)(C)(C)C1=CC=C(CN2CCC(CC2)N2C=NC3=C2C=CC=C3)C=C1 1-(1-(4-(tert-butyl)benzyl)piperidin-4-yl)-1H-benzo[d]imidazole